Hexadecyltriphenylphosphonium C(CCCCCCCCCCCCCCC)[P+](C1=CC=CC=C1)(C1=CC=CC=C1)C1=CC=CC=C1